FC(CN1CCC(CC1)C=1C=CC(=NC1)NC1=NC=C(C(=N1)C1=CC=2C(N(CC3(C2S1)CCC3)C)=O)F)F 2'-(2-((5-(1-(2,2-difluoroethyl)piperidin-4-yl)pyridin-2-yl)amino)-5-fluoropyrimidin-4-yl)-5'-methyl-5',6'-dihydro-4'H-spiro[cyclobutane-1,7'-thieno[3,2-c]pyridin]-4'-one